CN1N=C(N=N1)NC(CN1CCC(CC1)=O)=O N-(2-methyl-2H-tetrazol-5-yl)-2-(4-oxopiperidin-1-yl)acetamide